5-(2-(2-fluorophenyl)propan-2-yl)-3-hydroxy-4H-benzo[e][1,2,4]thiadiazine 1,1-dioxide FC1=C(C=CC=C1)C(C)(C)C1=CC=CC2=C1NC(=NS2(=O)=O)O